((3R)-1-methyl-2-oxo-8-(2-(propan-2-yl)phenoxy)-1,2,3,4-tetrahydroquinolin-3-yl)urea CN1C([C@@H](CC2=CC=CC(=C12)OC1=C(C=CC=C1)C(C)C)NC(=O)N)=O